5-(((R)-1-(((R)-2-oxo-1-(1-(5-(trifluoromethyl)pyrimidin-2-yl)piperidin-4-yl)pyrrolidin-3-yl)amino)propan-2-yl)amino)-4-(trifluoromethyl)pyridazin-3(2H)-one O=C1N(CC[C@H]1NC[C@@H](C)NC1=C(C(NN=C1)=O)C(F)(F)F)C1CCN(CC1)C1=NC=C(C=N1)C(F)(F)F